(R)-(1,3-Dimethyl-azetidin-3-yl)-(4-isopropyl-phenyl)-{5-[5-(1-methoxy-1-methyl-ethyl)-[1,2,4]oxadiazol-3-yl]-pyridin-3-yl}-methanol CN1CC(C1)(C)[C@@](O)(C=1C=NC=C(C1)C1=NOC(=N1)C(C)(C)OC)C1=CC=C(C=C1)C(C)C